Cl.FC(C(CC)NN)(F)F 1-(trifluoromethyl)propylhydrazine hydrochloride